COC=1C(=CC=2C3=C(C=NC2C1)N(C(N3C=3C=NC=NC3)=O)C)C=3C=NN(C3)C 7-Methoxy-3-methyl-8-(1-methyl-1H-pyrazol-4-yl)-1-pyrimidin-5-yl-1,3-dihydroimidazo[4,5-c]quinolin-2-one